NCCC[SiH2]C(OCCCC)OCCCC 3-aminopropyl-(dibutoxymethylsilane)